tert-butyl 7-(6,7-dimethoxy-4-quinolyl)-3,4-dihydro-1H-isoquinoline-2-carboxylate COC=1C=C2C(=CC=NC2=CC1OC)C1=CC=C2CCN(CC2=C1)C(=O)OC(C)(C)C